OC=1C(NC=NC1CCN1C(C=C(C=C1)C#CC1=CC=C(C=C1)CN1CCOCC1)=O)=O 5-hydroxy-6-(2-(4-((4-(morpholinomethyl)phenyl)ethynyl)-2-oxopyridin-1(2H)-yl)ethyl)pyrimidin-4(3H)-one